2-(2,6-dioxopiperidin-3-yl)-4-((4-(hydroxymethyl)-3-methylbenzyl)amino)isoindoline-1,3-dione O=C1NC(CCC1N1C(C2=CC=CC(=C2C1=O)NCC1=CC(=C(C=C1)CO)C)=O)=O